CS(=O)(=O)CCCCC(=O)O 5-(methylsulfonyl)pentanoic acid